BenzylButylSulfonAmide C(C1=CC=CC=C1)NS(=O)(=O)CCCC